p-trifluoromethylbenzenesulfonic acid-2,4-dinitrobenzyl ester [N+](=O)([O-])C1=C(COS(=O)(=O)C2=CC=C(C=C2)C(F)(F)F)C=CC(=C1)[N+](=O)[O-]